C(C)(C)(C)OC(=O)N1CCN(CC1)C1=C(C=C(C=C1)N)C 4-(4-amino-2-methylphenyl)piperazine-1-carboxylic acid tert-butyl ester